BrC=1C(=NC=C(C1)C(=O)N1CCC(CC1)(F)F)NC1=CC=C(C(NO)=N)C=C1 4-((3-bromo-5-(4,4-difluoropiperidine-1-carbonyl)pyridin-2-yl)amino)-N-hydroxybenzimidamide